[Si](C)(C)(C(C)(C)C)OC(COC1=NC=CC(=C1)C=1C(=C2CCCC2=CC1)NC(=O)NS(=O)(=O)C1=NN(C=C1)C(C)C)C=C N-((5-(2-((2-((tert-butyldimethylsilyl)oxy)but-3-en-1-yl)oxy)pyridin-4-yl)-2,3-dihydro-1H-inden-4-yl)carbamoyl)-1-isopropyl-1H-pyrazole-3-sulfonamide